(2R,3S)-N-(2-(Diethylamino)-4-((4-(trifluoromethyl)benzyl)amino)phenyl)-2,3-difluorooctanamid C(C)N(C1=C(C=CC(=C1)NCC1=CC=C(C=C1)C(F)(F)F)NC([C@H]([C@H](CCCCC)F)F)=O)CC